phenanthrene-3,6-diol C1=CC(=CC=2C3=CC(=CC=C3C=CC12)O)O